methyl-(E)-4-(7-((5,6,7,8-tetrahydro-1,8-naphthyridin-2-yl)methyl)-2,7-diazaspiro[4.4]nonane-2-yl)but-2-ene CC\C=C\CN1CC2(CC1)CN(CC2)CC2=NC=1NCCCC1C=C2